OC(CN)CN 2-hydroxypropan-1,3-diamine